FC(OC1=CC=C2C3(CC=4C(=NOC4C2=C1)NS(=O)(=O)C1=C(C=CC=C1OC)OC)CC3)F N-(8'-(difluoromethoxy)-4'H-spiro[cyclopropane-1,5'-naphtho[2,1-d]isoxazol]-3'-yl)-2,6-dimethoxybenzenesulfonamide